tert-butyl 7-[(4R,10bS)-4-methyl-2-(endo-1-methyl-2-oxo-1,8-naphthyridin-4-yl)-3,4,6,10b-tetrahydro-1H-pyrazino[2,1-a]isoindol-8-yl]-3-oxa-9-azabicyclo[3.3.1]nonane-9-carboxylate C[C@@H]1CN(C[C@H]2N1CC1=CC(=CC=C21)C2CC1COCC(C2)N1C(=O)OC(C)(C)C)C1=CC(N(C2=NC=CC=C12)C)=O